L-(-)-α-phenylethylamine C[C@@H](C1=CC=CC=C1)N